trans-(1r,4r)-4-(4-benzylpiperazin-1-yl)cyclohexan-1-ol C(C1=CC=CC=C1)N1CCN(CC1)[C@@H]1CC[C@H](CC1)O